6-((7S,8aS)-7-(3-(imidazo[1,5-a]pyridin-5-yl)propyl)-6-oxohexahydropyrrolo[1,2-a]pyrazin-2(1H)-yl)nicotinonitrile C=1N=CN2C1C=CC=C2CCC[C@H]2C[C@@H]1N(CCN(C1)C1=NC=C(C#N)C=C1)C2=O